[Cl-].C(C)(C)(C)OP(=O)(O)OC(C(=O)OC1CC2CCC(C1)[N+]21CCCC1)(C1=CC=CC=C1)C1=CC=CC=C1 3-(2-((tert-butoxy(hydroxy)phosphoryl)oxy)-2,2-diphenylacetoxy)spiro[bicyclo[3.2.1]octane-8,1'-pyrrolidin]-1'-ium chloride